4,5-dimethylthiazoline CC1N=CSC1C